NC1=CC=C(C=C1)C=1N=C(N(N1)C1=CC=C(C=C1)OC(F)(F)F)N 5-(4-aminophenyl)-2-[4-(trifluoromethoxy)phenyl]-1,2,4-triazol-3-amine